BrC=1C=2N(C3=C(C1)N=C(S3)NC(=O)[C@@H]3[C@@H](C3)F)N=CN2 (1R,2R)-N-(5-bromothiazolo[4,5-e][1,2,4]triazolo[1,5-a]pyridin-2-yl)-2-fluorocyclopropane-1-carboxamide